4-(1,2,3,3a,4,5,6,6a-octahydrocyclopenta[c]pyrrol-5-yl)-6-(1-methylpyrazol-4-yl)pyrazolo[1,5-a]pyridine C1NCC2C1CC(C2)C=2C=1N(C=C(C2)C=2C=NN(C2)C)N=CC1